Ruthenium vanadium [V].[Ru]